N-(4-cyano-2-fluorophenyl)-4-fluoro-5-phenyl-1H-pyrrole-3-sulfonamide C(#N)C1=CC(=C(C=C1)NS(=O)(=O)C1=CNC(=C1F)C1=CC=CC=C1)F